CO[C@@H](C)C1=CC=C(C=C1)CS(=O)(=O)N (S)-(4-(1-methoxyethyl)phenyl)methanesulfonamide